(2-chloro-3-methoxy-phenyl)-[(3R,9aS)-3-[4-fluoro-3-[rac-(E)-prop-1-enyl]phenyl]-3,4,6,7,9,9a-hexahydro-1H-pyrazino[2,1-c][1,4]oxazin-8-yl]methanone ClC1=C(C=CC=C1OC)C(=O)N1C[C@H]2CO[C@@H](CN2CC1)C1=CC(=C(C=C1)F)\C=C\C